CN(CCOC1=C(C=C(C(=O)Cl)C=C1)C)C 4-[2-(dimethylamino)ethoxy]-3-methylbenzoyl chloride